CC1(CCOCC1)C(C(=O)OCC)NC(=O)OC1=CC=CC=C1 ethyl 2-(4-methyltetrahydropyran-4-yl)-2-(phenoxycarbonylamino)acetate